(4-(1-(naphthalen-2-yl)-1H-benzo[d]imidazol-2-yl)phenyl)boronic acid C1=C(C=CC2=CC=CC=C12)N1C(=NC2=C1C=CC=C2)C2=CC=C(C=C2)B(O)O